(2s,4s)-2-acetyl-4-fluoropyrrolidine-1-carboxylic acid tert-butyl ester C(C)(C)(C)OC(=O)N1[C@@H](C[C@@H](C1)F)C(C)=O